5-Bromo-3-sec-butyl-6-methylpyrimidine-2,4(1H,3H)-dione BrC=1C(N(C(NC1C)=O)C(C)CC)=O